(S)-2-(4-chloro-2-fluorophenoxy)-3-methylbutyric acid ClC1=CC(=C(O[C@H](C(=O)O)C(C)C)C=C1)F